8-bromo-7-chloro-5-methyl-1,6-naphthyridine BrC=1C(=NC(=C2C=CC=NC12)C)Cl